4-nonaldehyde CCCC(CCCCC)=O